(S)-2-amino-3,3,3-trifluoropropan-1-ol HCl salt Cl.N[C@@H](CO)C(F)(F)F